4,4''-Dibromo-1,1':3',1''-terphenyl BrC1=CC=C(C=C1)C1=CC(=CC=C1)C1=CC=C(C=C1)Br